C(C(=O)C(=O)O)F The molecule is a pyruvic acid derivative having a 3-fluoro substituent. It is a 2-oxo monocarboxylic acid and an organofluorine compound. It derives from a pyruvic acid. It is a conjugate acid of a 3-fluoropyruvate.